2-chloro-5-iodo-4-(piperidin-1-yl)pyrimidine palladium (II) [Pd+2].ClC1=NC=C(C(=N1)N1CCCCC1)I